2-(tetradecyloxy)-1,3,2-dioxaphosphorinane 2-oxide C(CCCCCCCCCCCCC)OP1(OCCCO1)=O